N'-isopropyl-N-phenyl-phenylenediamine C(C)(C)NC1=C(C=CC=C1)NC1=CC=CC=C1